ClC=1C=C(C=CC1F)[C@@H](NC(=O)N1[C@@H](C(NCC1)=O)C)[C@@H]1C[C@H](C1)OCC(F)(F)F |o1:8| (2R)-N-((S or R)-(3-chloro-4-fluorophenyl)(trans-3-(2,2,2-trifluoroethoxy)cyclobutyl)methyl)-2-methyl-3-oxopiperazine-1-carboxamide